FC1([C@@H]([C@H](CCC1)OC1(CCN(CC1)C(C)C)C)N)F (1R,6S)-2,2-difluoro-6-{[4-methyl-1-(propan-2-yl)piperidin-4-yl]oxy}cyclohexan-1-amine